3-fluoro-2-(4-{[(2R)-2-hydroxypropyl]amino}pyrrolo[1,2-d][1,2,4]triazin-1-yl)-5-methylphenol FC=1C(=C(C=C(C1)C)O)C=1C=2N(C(=NN1)NC[C@@H](C)O)C=CC2